ClC=1C=C(C=CC1F)NC(N(CC(C)C)[C@H]1COCC=2NC(C=3C=C(C=CC3C21)F)=O)=O (R)-3-(3-chloro-4-fluorophenyl)-1-(8-fluoro-6-oxo-1,4,5,6-tetrahydro-2H-pyrano[3,4-c]isoquinolin-1-yl)-1-isobutylurea